tert-butyl (R)-3-((6-chloro-3-methyl-1H-pyrazolo[3,4-d]pyrimidin-4-yl)amino)piperidine-1-carboxylate ClC1=NC(=C2C(=N1)NN=C2C)N[C@H]2CN(CCC2)C(=O)OC(C)(C)C